C(#C)C=1SC=C(N1)C(=O)NC=1SC2=C(N1)C=C(C=C2C(=O)OC)C2=CC=C(C=C2)CCNC(=O)C=2N=C(SC2)C#C Methyl 2-(2-ethynylthiazole-4-carboxamido)-5-(4-(2-(2-ethynylthiazole-4-carboxamido)ethyl)phenyl)benzo[d]thiazole-7-carboxylate